1-Methyl-5-((2-methyl-6-nitrophenyl)amino)-1H-pyrazole-4-carbaldehyde CN1N=CC(=C1NC1=C(C=CC=C1[N+](=O)[O-])C)C=O